tert-butyl N-[1-[1-[1-[(4-methoxyphenyl)methyl]-2,6-dioxo-3-piperidyl]-3,6-dimethyl-2-oxo-benzimidazol-4-yl]-4-piperidyl]-N-methyl-carbamate COC1=CC=C(C=C1)CN1C(C(CCC1=O)N1C(N(C2=C1C=C(C=C2N2CCC(CC2)N(C(OC(C)(C)C)=O)C)C)C)=O)=O